NC[C@@]12CN(C[C@H]2C1)C1=NC2=C(N1CC1=CC=C(C#N)C=C1)C=CC=C2 4-((2-((1R,5S)-1-(Aminomethyl)-3-azabicyclo[3.1.0]hexan-3-yl)-1H-benzo[d]imidazol-1-yl)methyl)benzonitril